OC(CO)C1=C2C(N(C(NC2=CC(=C1)CN1CCN(CC1)C=1C=CC(=NC1C)C(=O)NC)=O)C)=O 5-(4-((5-(1,2-dihydroxyethyl)-3-methyl-2,4-dioxo-1,2,3,4-tetrahydroquinazolin-7-yl)methyl)piperazin-1-yl)-N,6-dimethylpicolinamide